FC(C(=O)O)(F)F.NCCNC(COC1=C2C(N(C(C2=CC=C1)=O)C1C(NC(CC1)=O)=O)=O)=O N-(2-Aminoethyl)-2-((2-(2,6-dioxopiperidin-3-yl)-1,3-dioxoisoindol-4-yl)oxy)acetamide trifluoroacetate